diethyl 2,3-diisopentylsuccinate diethyl-2,3-bis(1-trifluoromethyl-ethyl)succinate C(C)OC(C(C(C(=O)OCC)C(C)C(F)(F)F)C(C)C(F)(F)F)=O.C(CC(C)C)C(C(=O)OCC)C(C(=O)OCC)CCC(C)C